C1(=CC(=CC(=C1)C1=CC=C(C=C1)C1=CC=C(C(=O)O)C=C1)C1=CC=C(C=C1)C1=CC=C(C(=O)O)C=C1)C1=CC=C(C=C1)C1=CC=C(C(=O)O)C=C1 4,4',4''-(benzene-1,3,5-triyl-tris(benzene-4,1-diyl))tribenzoic acid